2-[(Cyclopropylmethyl)amino]-N-{3-[(4-fluorophenyl)amino]pyridin-4-yl}pyrimidine-5-carboxamide C1(CC1)CNC1=NC=C(C=N1)C(=O)NC1=C(C=NC=C1)NC1=CC=C(C=C1)F